2-({2-[4-({[4-(3-fluorophenyl)-4H-1,2,4-triazol-3-yl]methyl}(methyl)amino)-5H,6H,7H-cyclopenta[d]pyrimidin-2-yl]pyridin-4-yl}oxy)ethan-1-ol FC=1C=C(C=CC1)N1C(=NN=C1)CN(C=1C2=C(N=C(N1)C1=NC=CC(=C1)OCCO)CCC2)C